C1(=CC=CC=C1)C1(C(N(C=C1)C1=CC=CC=C1)(C1=CC=CC=C1)C1=CC=CC=C1)C1=CC=CC=C1 pentaphenyl-pyrrole